(2-(4-methylpiperazin-1-yl)ethyl)-5-phenyl-2-(3-(trifluoromethyl)phenyl)Azole-4-carboxamide CN1CCN(CC1)CCC1=C(NC(=C1C(=O)N)C1=CC=CC=C1)C1=CC(=CC=C1)C(F)(F)F